1-(4-((2,6-dioxopiperidin-3-yl)amino)-2-fluorophenyl)piperidine O=C1NC(CCC1NC1=CC(=C(C=C1)N1CCCCC1)F)=O